FC1=CC=C(CC2=CC3=C(OC[C@@H](N3C(C)=O)C)N=C2CN2CCOCC2)C=C1 1-((S)-7-(4-fluorobenzyl)-2-methyl-6-(morpholinomethyl)-2,3-dihydro-1H-pyrido[2,3-b][1,4]oxazin-1-yl)ethan-1-one